NCCNCC (2-aminoethyl)aminoethane